ONC(CCCC/C=C(/C(=O)NC1CNCC1)\COC1=CC=CC2=CC=CC=C12)=O (E)-N8-hydroxy-2-((naphthalen-1-yloxy)methyl)-N1-(pyrrolidin-3-yl)-2-octenediamide